S-methyl-isothiourea Sulfate S(=O)(=O)(O)O.CSC(N)=N